2-(1-(2-fluorobenzyl)-1H-pyrazolo[3,4-b]pyridin-3-yl)pyrimidine-4,5,6-triamine FC1=C(CN2N=C(C=3C2=NC=CC3)C3=NC(=C(C(=N3)N)N)N)C=CC=C1